(1R,4R)-4-((6-((1-(tert-butyl)-5-methyl-1H-pyrazol-3-yl) amino)-4-ethyl-3-fluoropyridin-2-yl) methyl)-2-methylpiperidine-4-carboxylate C(C)(C)(C)N1N=C(C=C1C)NC1=CC(=C(C(=N1)C[C@@]1(CC(NCC1)C)C(=O)[O-])F)CC